ClC=1C=C(C=C(C1)NS(=O)(=O)C)NC(=O)C=1SC=C(C1)C1=NC=CC=C1CC1=NC=CC=N1 N-(3-chloro-5-(methylsulfonamido)phenyl)-4-(3-(pyrimidin-2-ylmethyl)pyridin-2-yl)thiophene-2-carboxamide